[Na].COC1=NC(=NC(=C1)C)S(=O)(=O)N 4-methoxy-6-methyl-2-pyrimidinylsulfonamide sodium salt